CC1=C(NC(=C1CCC(=O)O)CC2=C(C(=C(N2)/C=C\3/C(=C(C(=O)N3)C)C=C)C)CCC(=O)O)/C=C\4/C(=C(C(=O)N4)C=C)C delta-bilirubin